C1(CCCC1)[C@H](CC#N)N1N=CC(=C1)B1OC(C(O1)(C)C)(C)C (3S)-3-cyclopentyl-3-[4-(4,4,5,5-tetramethyl-1,3,2-dioxaborolan-2-yl)-1H-pyrazol-1-yl]propanenitrile